4-chloro-N-cyclopropylpyrimidin-2-amine C1CC1NC2=NC=CC(=N2)Cl